CN(C(CC(C)=O)=O)C N,N-Dimethyl-3-oxobutanamide